5-fluoro-2-(2,4,6-trimethylphenoxy)benzonitrile FC=1C=CC(=C(C#N)C1)OC1=C(C=C(C=C1C)C)C